FC(C(C(F)(F)F)(C(F)(F)F)OCCCCOC1CC(NC(C1)(CC)CC)(CC)CC)(F)F 4-(4-((1,1,1,3,3,3-hexafluoro-2-(trifluoromethyl)propan-2-yl)oxy)butoxy)-2,2,6,6-tetraethylpiperidine